zinc lithium [Li].[Zn]